BrC=1C=CC(=NC1)OCC1=C(C=CC=C1)/C(/C(=O)OC)=C\OC (E)-methyl 2-[2-(5-bromo-pyridin-2-yloxymethyl) phenyl]-3-methoxyacrylate